[Li+].C(#N)C1=C(C=CC=2N(C(N(C21)C(C)C)=O)C2=CC(=CC=C2)OC(F)F)C(=O)[O-] 4-cyano-1-(3-(difluoromethoxy)phenyl)-3-isopropyl-2-oxo-2,3-dihydro-1H-benzo[d]Imidazole-5-carboxylic acid lithium salt